ClC1=C(C=CC=C1)N1CCN(CC1)CC=1C=C2C(N(C(C2=CC1)=O)N1C(NC(CC1)=O)=O)=O 5-((4-(2-chlorophenyl)piperazin-1-yl)methyl)-2-(2,4-dioxotetrahydropyrimidine-1(2H)-yl)isoindoline-1,3-dione